ClC1=NC=C(C(=N1)C1=CN=C2N1CCC21CCN(CC1)C(=O)OC(C)(C)C)Cl tert-butyl 3'-(2,5-dichloropyrimidin-4-yl)-5',6'-dihydrospiro[piperidine-4,7'-pyrrolo[1,2-a]imidazole]-1-carboxylate